βE-mannose O=C[C@@H](O)[C@@H](O)[C@H](O)[C@H](O)CO